O=C1N(C(CC1)=O)OC([C@@](N)(CC(N)=O)C(=O)OC(C)(C)C)=O 2-(tert-Butoxycarbonyl)-L-asparagine 2,5-dioxopyrrolidin-1-yl ester